(2-((7H-pyrrolo[2,3-d]pyrimidin-4-yl)amino)ethyl)-2,3,4,5-tetrafluorobenzenesulfonamide N1=CN=C(C2=C1NC=C2)NCCC2=C(C(=C(C(=C2S(=O)(=O)N)F)F)F)F